1-(6-chloro-7-(2-fluorophenyl)quinazolin-4-yl)azetidin-3-amine ClC=1C=C2C(=NC=NC2=CC1C1=C(C=CC=C1)F)N1CC(C1)N